C1(CC1)C1=C(C(=NN1)C(=O)O)SCC 5-cyclopropyl-4-(ethylthio)-1H-pyrazole-3-carboxylic acid